3-(4-benzoyl-3-hydroxy phenoxy)-2-hydroxypropyl acrylate C(C=C)(=O)OCC(COC1=CC(=C(C=C1)C(C1=CC=CC=C1)=O)O)O